2-bromo-5-(1H-imidazol-4-yl)phenyl sulfurofluoridate S(OC1=C(C=CC(=C1)C=1N=CNC1)Br)(=O)(=O)F